4-chloro-5-phenyl-thieno[2,3-d]pyrimidine ClC=1C2=C(N=CN1)SC=C2C2=CC=CC=C2